ethyl rac-(1S*,2S*)-2-(1-(4-methoxybenzyl)-1H-pyrazol-4-yl)cyclopropane-1-carboxylate COC1=CC=C(CN2N=CC(=C2)[C@@H]2[C@H](C2)C(=O)OCC)C=C1 |r|